COC1=C2C(C=C(OC2=CC(=C1OC)OC)C1=CC=C(C=C1)OC)=O 5,6,7,4'-tetramethoxyflavone